FC=1C=C(C(=O)NC=2C=CC=C3C(=CC=NC23)C=2C=NN(C2)CC(F)(F)F)C=CC1OC(C)C 3-fluoro-4-isopropoxy-N-(4-(1-(2,2,2-trifluoroethyl)-1H-pyrazol-4-yl)quinolin-8-yl)benzamide